OC[C@H](C1=CC=CC=C1)NC1=NC(=NC=C1C(=O)NN)NC1=CC2=C(B(OC2(C)C)O)C=C1 (S)-4-((2-hydroxy-1-phenylethyl)amino)-2-((1-hydroxy-3,3-dimethyl-1,3-dihydrobenzo[c][1,2]oxaborol-5-yl)amino)pyrimidine-5-carbohydrazide